C[C@@H](C1=NC(=CS1)C2=CC=C(C=C2)C#N)[C@](CN3C=NC=N3)(C4=C(C=C(C=C4)F)F)O The molecule is a member of the class of triazoles that is 1-butyl-1H-1,2,4-triazole in which the butyl group is substituted at positions 2, 2, and 3 by hydroxy, 2,4-difluorophenyl, and 4-(p-cyanophenyl)-1,3-thiazol-2-yl groups, respectively (the R,R stereoisomer). It exhibits antifungal activity by inhibition of 14alpha demethylase, an enzyme involved in sterol synthesis, resulting in lysis of the fungal cell wall and fungal cell death. (NCIO4) It has a role as an ergosterol biosynthesis inhibitor, an antifungal drug, an EC 1.14.14.154 (sterol 14alpha-demethylase) inhibitor and an antileishmanial agent. It is a member of triazoles, a member of fluorobenzenes, a tertiary alcohol, a member of 1,3-thiazoles and a nitrile.